OC(=S)C(C)C1=CC=C(CC(C)C)C=C1.[Na] sodium thioibuprofen